2-(1-(methyl-sulfonyl)cyclopropyl)ethan-1-amine CS(=O)(=O)C1(CC1)CCN